C(C=C)N1N(C2=NC(=NC=C2C1=O)NC1=CC2=C(N=CS2)C=C1)C1=NC(=CC=C1)OC1CCN(CC1)C 2-allyl-6-(1,3-benzothiazol-6-ylamino)-1-[6-(1-methyl-4-piperidyloxy)-2-pyridyl]-1,2-dihydro-3H-1,2,5,7-tetraazainden-3-one